Tert-Butyl 3-((6-((5-methylthiazol-2-yl)amino)-4-(morpholinomethyl)pyridin-2-yl)amino)piperidine-1-carboxylate CC1=CN=C(S1)NC1=CC(=CC(=N1)NC1CN(CCC1)C(=O)OC(C)(C)C)CN1CCOCC1